C(C1=CC=CC=C1)C1N(CCC1)C1=NC(=CC(N1)=O)N1CC(OCC1)CC 2-(2-benzylpyrrolidin-1-yl)-6-(2-ethylmorpholino)pyrimidin-4(3H)-one